3-(3-{4-[(2S)-2,4-Dimethylpiperazin-1-carbonyl]phenyl}-1,2-oxazol-5-yl)-6-(trifluoromethyl)-1H-indazol C[C@@H]1N(CCN(C1)C)C(=O)C1=CC=C(C=C1)C1=NOC(=C1)C1=NNC2=CC(=CC=C12)C(F)(F)F